C(C=C)(=O)O.CC(COC(C)CO)O di-propylene glycol e-acrylate